Methyl 6-[1-(4-fluorophenyl)-4-methoxy-2-(trifluoromethyl)indol-3-yl]spiro[3.3]heptane-2-carboxylate FC1=CC=C(C=C1)N1C(=C(C2=C(C=CC=C12)OC)C1CC2(CC(C2)C(=O)OC)C1)C(F)(F)F